iron-manganese-arsenic [As].[Mn].[Fe]